FC1(CN(C1)C1CCN(CC1)C([C@@H](CO)NC(=O)NC=1N=C(SC1)C#C)=O)F (R)-1-(1-(4-(3,3-Difluoroazetidin-1-yl)piperidin-1-yl)-3-hydroxy-1-oxopropan-2-yl)-3-(2-ethynylthiazol-4-yl)urea